2,6-di-tert-butyl-4-(thiophen-2-ylmethylidene)cyclohexa-2,5-dien-1-one C(C)(C)(C)C=1C(C(=CC(C1)=CC=1SC=CC1)C(C)(C)C)=O